1-Methoxy-5-methylphenazin COC1=CC=CC=2N(C3=CC=CC=C3NC12)C